(4-methylphenyl)-phenyliodonium hexafluorophosphate F[P-](F)(F)(F)(F)F.CC1=CC=C(C=C1)[I+]C1=CC=CC=C1